4-(4-nitro-1H-pyrazol-1-yl)piperidine-1-carboxylic acid benzyl ester C(C1=CC=CC=C1)OC(=O)N1CCC(CC1)N1N=CC(=C1)[N+](=O)[O-]